(Z)-5-(3,4-dihydro-2H-pyran-5-yl)-N'-hydroxy-6-methylpyridinecarboxamidine O1CCCC(=C1)C=1C=CC(=NC1C)/C(=N/O)/N